ClC=1C=C(C2=C(N=C(O2)N2CC3CCC(C2)N3O)C1OC(F)(F)F)C=1SC=CN1 3-(5-chloro-7-(thiazol-2-yl)-4-(trifluoromethyloxy)-benzo[d]oxazol-2-yl)-3,8-diazabicyclo[3.2.1]octan-8-ol